5-Amino-8-(2-furyl)-3-[2-[4-[(4-methoxyphenyl)methyl]piperazin-1-yl]ethyl]-1-methyl-[1,2,4]triazolo[5,1-f]purin-2-one NN1C=NC(=C2N3C(N=C12)N(C(N3C)=O)CCN3CCN(CC3)CC3=CC=C(C=C3)OC)C=3OC=CC3